CC1=CC=C2C(=N1)N=C(O2)N2CCNCC2 (5-methyl-[1,3]oxazolo[4,5-b]pyridin-2-yl)piperazin